FC1=C2C=CN(C2=C(C=C1)C(=O)NC1CC2(CCC2)C1)CC1=CC=C(C=C1)C1=CC(=CC=C1)OC([2H])([2H])[2H] (Sa)-6-(4-Fluoro-1-((3'-methoxy-d3-[1,1'-biphenyl]-4-yl)methyl)-1H-indol-7-carboxamido)spiro[3.3]heptan